tert-butyl (1S,4S,7R)-7-hydroxy-2-oxa-5-azabicyclo[2.2.1]heptane-5-carboxylate O[C@H]1[C@H]2OC[C@@H]1N(C2)C(=O)OC(C)(C)C